C(#N)C1=CN=C(S1)NC(C(C)C=1C=C(C=CC1)C=1C=CC(=NC1)C(C(=O)N)=C)=O 5-(3-(1-((5-cyanothiazole-2-yl)amino)-1-oxopropan-2-yl)phenyl)pyridin-2-yl-acrylamide